3-(2-azaspiro[3.3]heptan-6-yl)-6-[3-[[ethyl(methyl)sulfamoyl]amino]-2,6-difluoro-benzoyl]-4-oxo-quinazoline C1NCC12CC(C2)N2C=NC1=CC=C(C=C1C2=O)C(C2=C(C(=CC=C2F)NS(N(C)CC)(=O)=O)F)=O